C(C)(C)(C)OC(N(CC=1OC(=NN1)C1=NC=CN=C1NC1=CC=C(C=C1)C(F)(F)F)CC)=O N-Ethyl-N-[[5-[3-[4-(trifluoromethyl)anilino]pyrazin-2-yl]-1,3,4-oxadiazol-2-yl]methyl]carbamic acid tert-butyl ester